2-(diphenylphosphoryl)-1,4-benzenediol C1(=CC=CC=C1)P(=O)(C1=CC=CC=C1)C1=C(C=CC(=C1)O)O